C1(=CC=CC=C1)[C@@](C(=O)OCC)([C@H](C1=CC=C(C=C1)OCC#C)NC1=CC=CC=C1)NCCC ethyl (2s,3s)-2-phenyl-3-(phenylamino)-3-(4-(prop-2-yn-1-yloxy) phenyl)-2-propylaminopropionate